BrC=1C(=CC2=C(C3=C(O2)C=CC(=C3)S(=O)(=O)N[C@H](C(=O)O)C(C)C)C1)NC(=O)OC (S)-2-(8-bromo-7-(methoxycarbonylamino)dibenzo[b,d]furan-2-sulfonamido)-3-methyl-butanoic acid